N,N-diethyl-histidine C(C)N([C@@H](CC1=CNC=N1)C(=O)O)CC